OC(CC)(C)C (S*)-3-hydroxy-3-methylbutan